tris(2-chloro-1-methylethyl) phosphate P(=O)(OC(CCl)C)(OC(CCl)C)OC(CCl)C